1,1-difluorocyclobutane FC1(CCC1)F